2,5-dichlorobenzeneboronic acid ClC1=C(C=C(C=C1)Cl)B(O)O